Methylpropyldipentyloxysilane C[Si](OCCCCC)(OCCCCC)CCC